N-{4-[(3,4-dichlorophenylamino)methyl]-2-fluorophenyl}butyramide ClC=1C=C(C=CC1Cl)NCC1=CC(=C(C=C1)NC(CCC)=O)F